6-(2-((2-(4-(trifluoromethoxy)phenyl)-1H-benzo[d]imidazol-1-yl)methyl)phenoxy)hexanoic acid methanesulfonate CS(=O)(=O)O.FC(OC1=CC=C(C=C1)C1=NC2=C(N1CC1=C(OCCCCCC(=O)O)C=CC=C1)C=CC=C2)(F)F